4-chloro-6-(cyclopentyloxy)-N-[2-(1H-indol-3-yl)ethyl]Pyrimidine-2-amine ClC1=NC(=NC(=C1)OC1CCCC1)NCCC1=CNC2=CC=CC=C12